NC=1C(=CC(=C2C=NC=NC12)Br)C(=O)C1=C2C=NN(C2=C(C=C1)F)C1OCCCC1 (8-amino-5-bromoquinazolin-7-yl)-[7-fluoro-1-(oxan-2-yl)indazol-4-yl]methanone